(2R,3R,4R,5R)-3-(3,4-difluoro-2-hydroxy-phenyl)-4,5-dimethyl-5-(trifluoromethyl)tetrahydrofuran FC=1C(=C(C=CC1F)[C@@H]1CO[C@]([C@@H]1C)(C(F)(F)F)C)O